2,6-difluoro-3-methoxy-bromobenzene FC1=C(C(=CC=C1OC)F)Br